2-(2,6-dimethyl-4-((4-((4'-(trifluoromethoxy)-[1,1'-biphenyl]-4-yl)methyl)piperazin-1-yl)methyl)phenoxy)-2-methylpropanoic acid ethyl ester C(C)OC(C(C)(C)OC1=C(C=C(C=C1C)CN1CCN(CC1)CC1=CC=C(C=C1)C1=CC=C(C=C1)OC(F)(F)F)C)=O